OCCNC(=O)C=1C=CC=C2C(=CC=C(C12)C(=O)O)[N+](=O)[O-] 8-((2-hydroxyethyl)carbamoyl)-4-nitro-1-naphthoic acid